(2-chloro-1-methylethyl)phosphate ClCC(C)OP(=O)([O-])[O-]